COC=1C=C(CNC(=O)NCC2=CC=C(C=C2)F)C=CC1OCCN1CCN(CC1)C1=C(C(=CC=C1)Cl)Cl 1-{3-methoxy-4-{2-[4-(2,3-dichlorophenyl)piperazin-1-yl]ethoxy}benzyl}-3-(4-fluorobenzyl)urea